1,1-dioxidothiomorpholin O=S1(CCNCC1)=O